FC(C1=NN=C(O1)C=1C=CC(=NC1)CN1C(N(C2=C1C=C(C(=C2)C=2C=NC=CC2)F)CCN2CCOCC2)=O)F 1-((5-(5-(difluoromethyl)-1,3,4-oxadiazol-2-yl)pyridin-2-yl)methyl)-6-fluoro-3-(2-morpholinoethyl)-5-(pyridin-3-yl)-1,3-dihydro-2H-benzo[d]imidazol-2-one